1,3,5-tri(dimethylaminopropyl)hexahydrotriazine CN(C)CCCN1NN(CC(C1)CCCN(C)C)CCCN(C)C